ClC1=NC(=CC=C1NC(CN1C=2N(C(C(=C1CC)N1CCNCC1)=O)N=C(N2)N2CCOCC2)=O)C(F)(F)F N-(2-chloro-6-(trifluoromethyl)pyridin-3-yl)-2-(5-ethyl-2-morpholino-7-oxo-6-(piperazin-1-yl)-[1,2,4]triazolo[1,5-a]pyrimidin-4(7H)-yl)acetamide